FC(C1=C(C=CC(=C1F)[N+](=O)[O-])F)F 2-(difluoromethyl)-1,3-difluoro-4-nitrobenzene